4-[6-(1-methyl-1H-pyrazol-4-yl)pyrazolo[1,5-a]pyridin-3-yl]piperazine-1-carboxylic acid cyclobutylester C1(CCC1)OC(=O)N1CCN(CC1)C=1C=NN2C1C=CC(=C2)C=2C=NN(C2)C